ethyl 7-bromo-3-methyl-2-oxo-1H-1,5-naphthyridine-4-carboxylate BrC1=CN=C2C(=C(C(NC2=C1)=O)C)C(=O)OCC